F[C@@H]1CN(C[C@@H]1OCCCCCC1=NC=2NCCCC2C=C1)C(=O)OC(C)(C)C tert-butyl cis-3-fluoro-4-((5-(5,6,7,8-tetrahydro-1,8-naphthyridin-2-yl)pentyl)oxy)pyrrolidine-1-carboxylate